6-((1-acryloylpiperidin-4-yl)oxy)-7-methoxyquinazoline-4-carboxylic acid C(C=C)(=O)N1CCC(CC1)OC=1C=C2C(=NC=NC2=CC1OC)C(=O)O